C(C)(=O)C1=CC=C(C=C1)C=1NC=C(N1)C#N 2-(4-acetylphenyl)-1H-imidazole-4-carbonitrile